OC1=CC(=C(C(=C1)C)NC(C(=O)NC1=C(C=C(C=C1C)O)C)=O)C N1,N2-bis(4-hydroxy-2,6-dimethylphenyl)oxalamide